3-CHLOROINDAZOLE-6-CARBOXALDEHYDE ClC1=NNC2=CC(=CC=C12)C=O